C1(CCCCC1)[C@H]1N(C[C@@H](CC1)C)C(C(=O)NC1=NC=CC=C1C(=O)N)=O [[2-[(2S,5R)-2-cyclohexyl-5-methyl-1-piperidyl]-2-oxo-acetyl]amino]pyridine-3-carboxamide